[Na+].[Na+].[Na+].[Na+].NC1=C(C=C(C2=CC=CC(=C12)O)S(=O)(=O)[O-])S(=O)(=O)[O-].NC1=C(C=C(C2=CC=CC(=C12)O)S(=O)(=O)[O-])S(=O)(=O)[O-] 4-amino-5-hydroxy-1,3-naphthalenedisulfonic acid, tetrasodium salt